CC1=NC(=CC(=C1)C=1NC2=CC=C(C=C2C1C(C)C)C1CCN(CC1)C(=O)C1(CCNCC1)C)C (4-(2-(2,6-dimethylpyridin-4-yl)-3-isopropyl-1H-indol-5-yl)piperidin-1-yl)(4-methylpiperidin-4-yl)methanone